methyl 5-(3-cyclopropyl-1-(2-oxo-3,4-dihydropyridin-1(2H)-yl)propyl)-2-fluorophenylcarbamate C1(CC1)CCC(N1C(CCC=C1)=O)C=1C=CC(=C(C1)NC(OC)=O)F